5-ethylimidazolium C(C)C1=C[NH+]=CN1